(1-methyl-1H-pyrrolo[2,3-b]pyridin-3-yl)methanone CN1C=C(C=2C1=NC=CC2)C=O